L-Lysine Butyrate C(CCC)(=O)O.N[C@@H](CCCCN)C(=O)O